FC1=CC=C(C=C1)N(C(=O)N1CCC(CC1)(C(=O)O)CC(=O)N(C1=CC=CC=C1)C1=C(C=CC=C1)C)C 1-[(4-fluorophenyl)-methyl-carbamoyl]-4-[2-[N-(o-tolyl)anilino]-2-oxo-ethyl]piperidine-4-carboxylic acid